tert-Butyl ((1S,2S,4R)-7-azabicyclo[2.2.1]heptan-2-yl)carbamate [C@@H]12[C@H](C[C@@H](CC1)N2)NC(OC(C)(C)C)=O